FC(C(=O)[O-])(F)F.C1(CC1)[C@@H]1CC(C(N1)=O)CC1=CC=2N(N=C1)C=C(N2)[C@@H]([NH3+])C2CCC(CC2)(F)F (1S)-(7-(((5S)-5-cyclopropyl-2-oxopyrrolidin-3-yl)methyl)imidazo[1,2-b]pyridazin-2-yl)(4,4-difluorocyclohexyl)methanaminium trifluoroacetate